C(C)OC=1C=C2CCN([C@H](C2=CC1)C(=O)NC=1C=C2CCC(C2=C(C1)F)(C)C)C(CC1=CC(=NO1)O)=O (1R)-6-ethoxy-N-(7-fluoro-1,1-dimethyl-2,3-dihydro-1H-inden-5-yl)-2-((3-hydroxy-1,2-oxazol-5-yl)acetyl)-1,2,3,4-tetrahydroisoquinoline-1-carboxamide